NC=1N=CN(C(C1C(=O)OC)=S)C1=C(C=C(C=C1C)C(F)(F)F)C methyl 4-amino-1-(2,6-dimethyl-4-(trifluoromethyl)phenyl)-6-thioxo-1,6-dihydropyrimidine-5-carboxylate